Cl.NCC1=C(C=C(C=C1)C=1C=2C(N=CC1)=NN(C2)CCCCN2CCC(CC2)C2=CC=C(NC1C(NC(CC1)=O)=O)C=C2)C 3-[4-[1-[4-[4-[4-(aminomethyl)-3-methyl-phenyl]pyrazolo[3,4-b]pyridin-2-yl]butyl]-4-piperidyl]anilino]piperidine-2,6-dione HCl salt